OC1=NC(=CC(=C1C)C)O 2,6-Dihydroxy-3,4-di-methylpyridin